(R)-3-bromo-N-(3-(4-chlorophenyl)-1-(cyclopropylamino)-1-oxopropan-2-yl)-5-(((5-methyl-1H-imidazol-4-yl)methyl)amino)benzamide BrC=1C=C(C(=O)N[C@@H](C(=O)NC2CC2)CC2=CC=C(C=C2)Cl)C=C(C1)NCC=1N=CNC1C